C(C)OC(\C=C(\CC(C)C)/C#N)=O (Z)-3-cyano-5-methyl-2-hexenoic acid ethyl ester